BrC=1C=C(C#N)C=C(C1)C1C(C1)(Cl)Cl 3-bromo-5-(2,2-dichloro-cyclopropyl)benzonitrile